IC1=CC=C(CNC(=O)[C@H]2CN(CCC2)C=2C=3C(N=CN2)=NN(C3)C3=CC=C(C=C3)C)C=C1 (R)-N-(4-iodobenzyl)-1-(2-(p-tolyl)-2H-pyrazolo[3,4-d]pyrimidin-4-yl)piperidine-3-carboxamide